(S,E)-1-Amino-2-(1-(but-2-enoyl)piperidin-2-yl)-4-(4-(pyridin-2-ylcarbamoyl)phenyl)-1H-imidazol-5-carboxamid NN1C(=NC(=C1C(=O)N)C1=CC=C(C=C1)C(NC1=NC=CC=C1)=O)[C@H]1N(CCCC1)C(\C=C\C)=O